3-(3-Chloro-4-fluorophenyl)-1-((5-(difluoromethyl)-1H-pyrazol-3-yl)methyl)-1-(5-methoxypyridin-3-yl)urea ClC=1C=C(C=CC1F)NC(N(C=1C=NC=C(C1)OC)CC1=NNC(=C1)C(F)F)=O